FC1=C(C(=CC(=C1)S(=O)(=O)C)C)OCOC 1-fluoro-2-(methoxymethoxy)-3-methyl-5-methylsulfonyl-benzene